6-fluoro-1-benzothiophen-3-amine FC1=CC2=C(C(=CS2)N)C=C1